2-(1-acryloyl-4-(2-((1-ethylpyrrolidin-2-yl)methoxy)-7-(7-methoxy-3,4-dihydroquinolin-1(2H)-yl)-5,6,7,8-tetrahydroquinazolin-4-yl)piperazin-2-yl)acetonitrile C(C=C)(=O)N1C(CN(CC1)C1=NC(=NC=2CC(CCC12)N1CCCC2=CC=C(C=C12)OC)OCC1N(CCC1)CC)CC#N